(S)-1-(1-((5-(4-((6-(((2-(methylsulfonyl)ethyl)amino)methyl)pyridin-3-yl)ethynyl)phenyl)isoxazol-3-yl)methyl)-1H-imidazol-2-yl)ethan-1-ol CS(=O)(=O)CCNCC1=CC=C(C=N1)C#CC1=CC=C(C=C1)C1=CC(=NO1)CN1C(=NC=C1)[C@H](C)O